7-(3-chlorobicyclo[1.1.1]pentan-1-yl)-5,5-dimethyl-7-oxohept-2-enenitrile ClC12CC(C1)(C2)C(CC(CC=CC#N)(C)C)=O